CC1=[N+](C(=CC=C1)CN1CCN(CCN(CCN(CC1)CC(=O)O)CC(=O)O)CC(=O)O)[O-] 2-methyl-6-((4,7,10-tris(carboxymethyl)-1,4,7,10-tetraazacyclododecane-1-yl)methyl)pyridine 1-oxide